OC1(CC(C1)N1C=C(C2=C1N=NC(=C2)C2=C(C#N)C=C(C=C2OCOC)C(F)(F)F)C)C 2-{7-[(1s,3s)-3-hydroxy-3-methylcyclobutyl]-5-methyl-7H-pyrrolo[2,3-c]pyridazin-3-yl}-3-(methoxymethoxy)-5-(trifluoromethyl)benzonitrile